(S)-tert-butyl 4-cyclopropyl-2-methyl-3-oxo-1-oxa-4,9-diazaspiro[5.5]undecane-9-carboxylate C1(CC1)N1C([C@@H](OC2(C1)CCN(CC2)C(=O)OC(C)(C)C)C)=O